N-(2,2-difluoroethyl)-5-(4-(3-(5-ethyl-6-oxo-1,6-dihydropyrimidin-2-yl)cyclopent-2-en-1-yl)piperazin-1-yl)-6-fluoropicolinamide FC(CNC(C1=NC(=C(C=C1)N1CCN(CC1)C1C=C(CC1)C=1NC(C(=CN1)CC)=O)F)=O)F